ethyl 2-(5-(1-(azetidin-1-yl) ethyl)-7-cyanobenzo[b]thiophen-2-yl)-4-methylthiazole-5-carboxylate N1(CCC1)C(C)C1=CC2=C(SC(=C2)C=2SC(=C(N2)C)C(=O)OCC)C(=C1)C#N